C(CCCCCCCCCCCCCCCCCCCCCCCC)N1C(CC1)=O 1-pentacosylazetidin-2-one